(S)-4,11-diethyl-9-hydroxy-3,14-dioxo-3,4,12,14-tetrahydro-1H-pyrano[3',4':6,7]indolizino[1,2-b]quinolin-4-yl 5-azidopentanoate N(=[N+]=[N-])CCCCC(=O)O[C@@]1(C(OCC=2C(N3CC=4C(=NC=5C=CC(=CC5C4CC)O)C3=CC21)=O)=O)CC